4-isopropyl-N-(tetrahydro-2H-pyran-4-yl)-2,7-naphthyridine C(C)(C)C1=CN(CC2=CN=CC=C12)C1CCOCC1